azido-1,3-dimethylimidazolinium hexafluorophosphate F[P-](F)(F)(F)(F)F.N(=[N+]=[N-])[N+]1(CN(CC1)C)C